1-oxo-1-(4-(3-(trifluoromethyl)phenyl)piperazin-1-yl)propan O=C(CC)N1CCN(CC1)C1=CC(=CC=C1)C(F)(F)F